ClC=1C=C(C=C(C1CC=1OC(N(N1)C1CCCC1)=O)Cl)N1N=C(C(NC1=O)=O)C(F)F 2-(3,5-dichloro-4-((4-cyclopentyl-5-oxo-4,5-dihydro-1,3,4-oxadiazol-2-yl)methyl)phenyl)-6-(difluoromethyl)-1,2,4-triazine-3,5(2H,4H)-dione